N1N=C(C=C1)N1N=C2CCNCC=3C2=C1N=C(C3)N3[C@@H](COCC3)C (R)-4-(2-(1H-pyrazol-3-yl)-6,7,8,9-tetrahydro-2H-1,2,3,7-tetraazabenzo[cd]azulen-4-yl)-3-methylmorpholine